BrCCCCN1C(C=2C(C1=O)=CC=CC2)=O N-(4-Bromobutyl)phthalimide